3-(1-cyano-1-methyl-ethyl)-N-[1-[3-(5-methylpyrimidin-2-yl)pyrazin-2-yl]ethyl]-5-(trifluoromethyl)benzamide C(#N)C(C)(C)C=1C=C(C(=O)NC(C)C2=NC=CN=C2C2=NC=C(C=N2)C)C=C(C1)C(F)(F)F